(3-(2-aminoethyl)phenyl)(5-((4-(4-chlorothiazol-2-yl)piperazin-1-yl)sulfonyl)indolin-1-yl)methanone NCCC=1C=C(C=CC1)C(=O)N1CCC2=CC(=CC=C12)S(=O)(=O)N1CCN(CC1)C=1SC=C(N1)Cl